NC=1C=C2C(=C(NC2=C(C1C(=O)C1=C(C=CC(=C1)F)Cl)Br)C)C1(CN(C1)C(=O)OC(C)(C)C)O 2-methylpropan-2-yl 3-{5-amino-7-bromo-6-[(2-chloro-5-fluorophenyl) carbonyl]-2-methylindole-3-yl}-3-hydroxyazetidine-1-carboxylate